COC(=O)C1SC(CCC1)C(=O)OC tetrahydro-2H-thiopyran-2,6-dicarboxylic acid dimethyl ester